5-methylcaproate CC(CCCC(=O)[O-])C